COC1=NC(=NN2C1=C(C=C2)C=2C=CC1=C(N(N=N1)C)C2)NC2CCC(CC2)(C(=O)NC)C (1s,4s)-4-((4-methoxy-5-(1-methyl-1H-benzo[d][1,2,3]triazol-6-yl)pyrrolo[2,1-f][1,2,4]triazin-2-yl)amino)-N,1-dimethylcyclohexane-1-carboxamide